OCC1(CCC1)C1=CC=C2C=C(C(=NC2=C1)OC)C(=O)OCC ethyl 7-(1-(hydroxymethyl)cyclobutyl)-2-methoxyquinoline-3-carboxylate